di(tert-butyl)diisopropyl-benzene ethyl-2-tert-butoxycarbonylimino-2-oxo-1,3-dihydro-2-benzothiophene-5-carboxylate C(C)OC(=O)C1=CC2=C(CS(C2)(=O)=NC(=O)OC(C)(C)C)C=C1.C(C)(C)(C)C1=C(C(=C(C=C1)C(C)C)C(C)C)C(C)(C)C